NC=1C=C(CN(C(OC(C)(C)C)=O)[C@H]2[C@H](CCC2)O)C=C(C1O)C(F)(F)F tert-Butyl (3-amino-4-hydroxy-5-(trifluoromethyl)benzyl)((1R,2S)-2-hydroxycyclopentyl)carbamate